N1CCC2(CCCCC12)C1=CC=C2C(=NN(C2=C1)C)C 6-(1,2,3,4,5,6,7,7a-octahydroindol-3a-yl)-1,3-dimethyl-indazole